CC1=CC=C(C=C1)[I+]C1=CC=C(C=C1)CC(C)C.F[P-](F)(F)(F)(F)F.[H+] hexafluorophosphoric acid (4-methylphenyl)[4-(2-methylpropyl)phenyl]iodonium salt